[B].CN(C)CC1CN(CCC1(O)C1=CC(=CC=C1)OC)S(=O)(=O)CC1=CC=C(C=C1)F 3-((dimethylamino)methyl)-1-((4-fluorobenzyl)sulfonyl)-4-(3-methoxyphenyl)piperidin-4-ol boron